C(=O)=CC#N carbonylacetonitrile